tert-butyl (1R*,3aS*,4R*,7S*,7aR*)-1-(((S)-1-amino-1-oxo-3-((S)-2-oxopyrrolidin-3-yl)propan-2-yl)carbamoyl)-1,3,3a,4,7,7a-hexahydro-2H-4,7-ethanoisoindole-2-carboxylate NC([C@H](C[C@H]1C(NCC1)=O)NC(=O)[C@@H]1N(C[C@H]2[C@H]3C=C[C@@H]([C@@H]12)CC3)C(=O)OC(C)(C)C)=O |o1:13,16,17,20,21|